3-(4-methyl-1,4-diazepan-1-yl)benzene-1,2-diamine CN1CCN(CCC1)C1=C(C(=CC=C1)N)N